3-ethynyl-1-methyl-5-nitro-1H-pyrrolo[2,3-b]pyridine C(#C)C1=CN(C2=NC=C(C=C21)[N+](=O)[O-])C